6-methyl-pyrazolo[1,5-a]pyrazine-2-carboxylate CC=1N=CC=2N(C1)N=C(C2)C(=O)[O-]